3-(1,3-benzothiazol-5-yl)-N-methyl-4-[4-(trifluoromethyl)phenoxy]benzene-1-sulfonamide S1C=NC2=C1C=CC(=C2)C=2C=C(C=CC2OC2=CC=C(C=C2)C(F)(F)F)S(=O)(=O)NC